ClC=1C(=C2C=CNC2=CC1)C1=CN=C(N1C)C(=O)NC1=CC(=C(C=C1)C(=O)N1CCN(CC1)C(C[C@H]1CNCC1)=O)Cl 5-(5-chloro-1H-indol-4-yl)-N-[3-chloro-4-[4-[2-[(3S)-pyrrolidin-3-yl]acetyl]piperazine-1-carbonyl]phenyl]-1-methyl-imidazole-2-carboxamide